2-(7-(diethylamino)-4-methyl-2-oxo-2H-chromen-3-yl)ethyl (pyridin-2-ylmethyl)carbamate N1=C(C=CC=C1)CNC(OCCC=1C(OC2=CC(=CC=C2C1C)N(CC)CC)=O)=O